3-[[3-(tert-Butoxycarbonylamino)-2-methoxy-propyl]amino]-4-nitro-benzoic acid methyl ester COC(C1=CC(=C(C=C1)[N+](=O)[O-])NCC(CNC(=O)OC(C)(C)C)OC)=O